3-[5-(trifluoromethyl)-2-thienyl]Imidazo[1,2-b]Pyridazin-6-amine FC(C1=CC=C(S1)C1=CN=C2N1N=C(C=C2)N)(F)F